FC1=CC(=C(C=C1)C1=CC(=CC=C1)C1=NN2C(C(=CC(=C2)C=O)OC)=N1)C1=NN=CN1C 2-(4'-Fluoro-2'-(4-methyl-4H-1,2,4-triazol-3-yl)-[1,1'-biphenyl]-3-yl)-8-methoxy-[1,2,4]triazolo[1,5-a]pyridine-6-carbaldehyde